ClC=1C=CC(=C2C=C(N(C12)CCNC1=NC=NC(=C1)C=1C=C2CCNC2=CC1)C)OC [2-(7-Chloro-4-methoxy-2-methyl-indol-1-yl)-ethyl]-[6-(2,3-dihydro-1H-indol-5-yl)-pyrimidin-4-yl]-amine